2-(m-tolyloxy)isoindoline-1,3-dione C1(=CC(=CC=C1)ON1C(C2=CC=CC=C2C1=O)=O)C